C(C)(C)(C)OC(=O)N1C2CC2CCC1C(=O)O 2-(tert-Butoxycarbonyl)-2-azabicyclo[4.1.0]Heptane-3-carboxylic acid